ClC=1C=C(C=CC1Cl)C1CN(CCC1(F)F)C(=O)OC(C)(C)C tert-butyl 3-(3,4-dichlorophenyl)-4,4-difluoropiperidine-1-carboxylate